[(3S)-3-(1H-Triazol-5-yl)pyrrolidin-1-yl]-[6-[6-(trifluoromethyl)pyrazin-2-yl]oxy-2-azaspiro[3.3]heptan-2-yl]methanone N1N=NC=C1[C@@H]1CN(CC1)C(=O)N1CC2(C1)CC(C2)OC2=NC(=CN=C2)C(F)(F)F